N-(6-(7-(acetamidomethyl)-5-chloro-6-fluoro-1H-indazol-4-yl)imidazo[1,2-a]pyrazin-2-yl)-2-fluorocyclopropane-1-carboxamide C(C)(=O)NCC=1C(=C(C(=C2C=NNC12)C=1N=CC=2N(C1)C=C(N2)NC(=O)C2C(C2)F)Cl)F